NC1=NC2=CC=C(C=C2C=C1Br)C(=O)N(CC1=NC=C(C=C1)C(F)(F)F)[C@H]1[C@@H](COCC1)OC 2-amino-3-bromo-N-((3S,4R)-3-methoxytetrahydro-2H-pyran-4-yl)-N-((5-(trifluoromethyl)-2-pyridinyl)methyl)-6-quinolinecarboxamide